(1R,5S)-6-(4-ethoxy-3-fluorophenyl)-9,9-dimethyl-3,6-diazabicyclo[3.2.2]nonane C(C)OC1=C(C=C(C=C1)N1[C@@H]2CNC[C@H](C1)CC2(C)C)F